8-((3-((tert-butyldiphenylsilyl)oxy)-2-(pyridin-2-yl)propyl)thio)-7-chloro-6-(trifluoromethyl)quinazoline-2,4(1H,3H)-dione [Si](C1=CC=CC=C1)(C1=CC=CC=C1)(C(C)(C)C)OCC(CSC=1C(=C(C=C2C(NC(NC12)=O)=O)C(F)(F)F)Cl)C1=NC=CC=C1